C(OC=1C=C2C(=CNC2=CC1)C(C(N(C([2H])([2H])[2H])C([2H])([2H])[2H])([2H])[2H])([2H])[2H])([2H])([2H])[2H] 2-(5-(Methoxy-d3)-1H-indol-3-yl)-N,N-bis(methyl-d3)ethan-1-amine-1,1,2,2-d4